CC=1N=C2C(=NC1)SC=C2 methylthieno[2,3-b]pyrazine